platinum-tellurium [Te].[Pt]